2-amino-N-(1-(4-chloro-7-ethoxy-1-isopropyl-1H-indazol-6-yl)ethyl)-pyrazolo[1,5-a]pyrimidine-3-carboxamide NC1=NN2C(N=CC=C2)=C1C(=O)NC(C)C1=CC(=C2C=NN(C2=C1OCC)C(C)C)Cl